C(C)NC(NC(C(=O)N1C[C@@H](CC1)OCCNC(=O)C1=NC=CN=C1N)(C)C)=O N-(2-{(R)-1-[2-(3-ethylureido)-2-methylpropionyl]-3-pyrrolidinyloxy}ethyl)-3-amino-2-pyrazinecarboxamide